2-[(2,6-Difluoro-4-pyridinyl)amino]-5-methyl-thiazole-4-carbonyl chloride FC1=NC(=CC(=C1)NC=1SC(=C(N1)C(=O)Cl)C)F